[O-2].[O-2].[O-2].[Al+3].[Al+3] aluminum trioxide